FC1=C(C=CC=C1)NC(CNC=1C2=C(N=C(N1)C1=NC=CC=C1)CCC2)=O N-(2-fluorophenyl)-2-[[2-(pyridin-2-yl)-5H,6H,7H-cyclopenta[d]pyrimidin-4-yl]amino]acetamide